[6-bromo-1-[2-(dimethylamino)ethyl]indol-3-yl]-(6-chlorochroman-3-yl)methanone BrC1=CC=C2C(=CN(C2=C1)CCN(C)C)C(=O)C1COC2=CC=C(C=C2C1)Cl